2,2-dimethyl-4-phenylbutanoic acid CC(C(=O)O)(CCC1=CC=CC=C1)C